CC1=NC(=CC(=N1)N1CCN(CC1)CC1=CC=C(COC2=C3CN(C(C3=CC=C2)=O)[C@@H]2C(NC(CC2)=O)=O)C=C1)N1N=C(N=C1)C (S)-3-(4-((4-((4-(2-methyl-6-(3-methyl-1H-1,2,4-triazol-1-yl)pyrimidin-4-yl)piperazin-1-yl)methyl)benzyl)oxy)-1-oxoisoindol-2-yl)piperidine-2,6-dione